Tert-butyl 4-(((6-(ethyl (4-(trifluoromethyl) benzyl) amino)-5-fluoropyrimidin-4-yl) amino) methyl)-3,4-dihydroxypiperidine-1-carboxylate C(C)N(C1=C(C(=NC=N1)NCC1(C(CN(CC1)C(=O)OC(C)(C)C)O)O)F)CC1=CC=C(C=C1)C(F)(F)F